N-(2-(5-methoxy-2-(trifluoromethyl)-1H-indol-3-yl)ethyl)acetamide COC=1C=C2C(=C(NC2=CC1)C(F)(F)F)CCNC(C)=O